(1R,2R)-1-(2-chloro-4-fluorophenyl)-1-(1-methyl-1H-pyrazol-4-yl)propan ClC1=C(C=CC(=C1)F)[C@H](CC)C=1C=NN(C1)C